C(C1=CC=CC=C1)OC1=NC(=CC=C1C1=NN(C2=CC(=CC=C12)Br)C)OCC1=CC=CC=C1 3-(2,6-bis(benzyloxy)pyridine-3-yl)-6-bromo-1-methyl-1H-indazole